FC=1C=C(C=CC1OC)C1=CN=C2N1C=CN=C2NC2=CC(=C(C(=O)NCCOCCN1CCNCC1)C=C2)C 4-[[3-(3-fluoro-4-methoxyphenyl)imidazo[1,2-a]pyrazin-8-yl]amino]-2-methyl-N-[2-(2-piperazin-1-ylethoxy)ethyl]benzamide